FC1=C(C(=CC=C1)C)N1N=C2C(=CC1=O)NN=C2C=2C=NC(=CC2)N2CC(N(CC2)C)CO 5-(2-fluoro-6-methylphenyl)-3-(6-(3-(hydroxymethyl)-4-methylpiperazin-1-yl)pyrid-3-yl)-1H-pyrazolo[4,3-c]pyridazin-6(5H)-one